C(C)OC(=O)C=1C(C=C2N(C(CN3N=C4C(=CC=CC4=C32)OC(COC)C)C(C)(C)C)C1)=O 6-(tert-butyl)-10-((1-methoxypropan-2-yl)oxy)-2-oxo-6,7-dihydro-2H-pyrido[2',1':3,4]pyrazino[1,2-b]indazole-3-carboxylic acid ethyl ester